Benzo[b]thiophene-7-carboxylic acid S1C2=C(C=C1)C=CC=C2C(=O)O